2,2'-[2,2'-bis(trifluoromethyl)[1,1'-biphenyl]-4,4'-diyl]bis[1H-isoindole-1,3(2H)-dione] FC(C1=C(C=CC(=C1)N1C(C2=CC=CC=C2C1=O)=O)C1=C(C=C(C=C1)N1C(C2=CC=CC=C2C1=O)=O)C(F)(F)F)(F)F